NC1=CC=CC=2N=C(SC21)N(CCC2=CC=C(C=C2)OC)CC2=CC=C(C=C2)C#CC(=O)O 3-(4-(((7-aminobenzo[d]thiazol-2-yl)(4-methoxyphenethyl)amino)-methyl)phenyl)propiolic acid